OCCN(C(OCC1=CC=CC=C1)=O)C benzyl N-(2-hydroxyethyl)-N-methylcarbamate